O=C1C(=C2C(=NN1)[C@@H](CC2)NC(CNC2CCN(CC2)C2=NC=C(C=N2)C(F)(F)F)=O)C(F)(F)F |r| rac-N-(3-oxo-4-(trifluoromethyl)-3,5,6,7-tetrahydro-2H-cyclopenta[c]pyridazin-7-yl)-2-((1-(5-(trifluoromethyl)pyrimidin-2-yl)piperidin-4-yl)amino)acetamide